C(CCCCCCC)OCOCCCC(CC(CC(C)[Mg]Cl)C)C 8-octyloxymethoxy-1,3,5-trimethyloctylmagnesium chloride